silyl-sulphonate [SiH3]S(=O)(=O)[O-]